tetrahydropyrimidin-1-carboxylic acid 2-methylpropan-2-yl ester CC(C)(C)OC(=O)N1CNCCC1